N(=[N+]=[N-])CC1=CC=C(C=C1)C(C=CC1=CC=C(C=C1)O)=O 1-[4-(Azidomethyl)phenyl]-3-(4-hydroxyphenyl)prop-2-en-1-one